4-bromo-1-((2,2-dimethyl-1,3-dioxolan-4-yl)methoxy)isoquinoline BrC1=CN=C(C2=CC=CC=C12)OCC1OC(OC1)(C)C